tert-Butyl ((5-(1H-imidazol-1-yl)-7-(((1r,4r)-4-(2-methoxyethoxy)cyclohexyl)carbamoyl)-1H-indol-2-yl)methyl)carbamate N1(C=NC=C1)C=1C=C2C=C(NC2=C(C1)C(NC1CCC(CC1)OCCOC)=O)CNC(OC(C)(C)C)=O